tert-butyl 2-(((tert-butoxycarbonyl)(cyclobutylmethyl)amino)methyl)-6-(3-(trimethylsilyl)prop-2-yn-1-yl)-1H-indole-1-carboxylate C(C)(C)(C)OC(=O)N(CC1CCC1)CC=1N(C2=CC(=CC=C2C1)CC#C[Si](C)(C)C)C(=O)OC(C)(C)C